N[C@H](C(=O)N)CCC (S)-2-aminopentanamide